C(C)[C@@H]1N(C(=C(C1)C1=CC2=CC=CC=C2C=C1)F)C(=O)C1=CC=CC=C1 (S)-(2-ethyl-5-fluoro-4-(naphthalen-2-yl)-2,3-dihydro-1H-pyrrol-1-yl)(phenyl)methanone